(1-(5-(cyclopropanecarbonyl)-5,6,7,8-tetrahydro-1,5-naphthyridin-2-yl)cyclopropyl)-4-fluorobenzamide C1(CC1)C(=O)N1C=2C=CC(=NC2CCC1)C1(CC1)C1=C(C(=O)N)C=CC(=C1)F